2,5-dimethyloctanal CC(C=O)CCC(CCC)C